C(C)S(=O)(=O)C=1C=CC(=NC1C1=NC=C2N1C=CC=C2OCC(C(F)(F)F)(F)F)NC 5-ethylsulfonyl-N-methyl-6-[8-(2,2,3,3,3-penta-fluoropropoxy)imidazo[1,5-a]pyridin-3-yl]pyridin-2-amine